1-(6-amino-1H-indazol-1-yl)ethanone NC1=CC=C2C=NN(C2=C1)C(C)=O